O1C(=CC=C1)C1=CC=C(O1)C=O 5-(furan-2-yl)furan-2-carbaldehyde